C1C(CC2=CC=CC=C12)CN1N=C(C2=C(C=C(C=C12)F)F)C1CN(C1)C(=O)OC(C)(C)C tert-Butyl 3-{1-[(2,3-dihydro-1H-inden-2-yl)methyl]-4,6-difluoro-1H-indazol-3-yl}azetidine-1-carboxylate